5-(4-((9-isobutyl-9H-purin-6-yl)oxy)phenyl)-N-(2-methoxyphenyl)thiazol-2-amine C(C(C)C)N1C2=NC=NC(=C2N=C1)OC1=CC=C(C=C1)C1=CN=C(S1)NC1=C(C=CC=C1)OC